sodium 4-fluorobenzyl-formate FC1=CC=C(CC(=O)[O-])C=C1.[Na+]